NC1=NN(C=C1)C=1C=C(C#N)C=CC1 3-(3-aminopyrazol-1-yl)benzonitrile